(E)-(1-ethyl-3-(p-tolyldiazenyl)-1H-indol-2-yl)(phenyl)methanone C(C)N1C(=C(C2=CC=CC=C12)\N=N\C1=CC=C(C=C1)C)C(=O)C1=CC=CC=C1